N=1SC=C2C1C=CC=C2 benzo[c]Isothiazole